N1C=NC2=C1C=CC(=C2)NC(CN)C2=C(C(=C(C=C2)C2=CSC(=C2)F)F)F N1-(1H-benzimidazol-5-yl)-1-[2,3-difluoro-4-(5-fluorothiophen-3-yl)phenyl]ethane-1,2-diamine